O1C[C@H](CC1)NC1=C2CN(CC2=CC(=C1)OS(=O)(=O)C(F)(F)F)C(=O)OC(C)(C)C tert-butyl (S)-4-((tetrahydrofuran-3-yl)amino)-6-(((trifluoromethyl)sulfonyl)oxy)isoindoline-2-carboxylate